5-sulfanylimidazo[1,2-d][1,2,4]triazin-8-ol SC1=NN=C(C=2N1C=CN2)O